CC1=CC=CC(=N1)N1N=C2C(=C1C1=CC=3C=NC=CC3S1)CCC2 2-(2-(6-methylpyridin-2-yl)-2,4,5,6-tetrahydrocyclopenta[c]pyrazol-3-yl)thieno[3,2-c]pyridine